dimorpholino disulfide O1CCN(CC1)SSN1CCOCC1